FC(CN(C=1C=C(C=C(C1)F)CC(C#C)(O)C)C1=NC=2N(C3=CC=CC(=C13)F)C(=NN2)C)F (3-((2,2-difluoroethyl)(6-fluoro-1-methyl-[1,2,4]triazolo[4,3-a]quinazolin-5-yl)amino)-5-fluorophenyl)-2-methylbut-3-yn-2-ol